B([O-])([O-])OB([O-])[O-].OC(C)(C)C(C)(C)O.[Na+].[Na+].[Na+].[Na+] sodium pinacol diborate